N[C@@H](CC(N)=O)C(=O)[O-].[Na+] sodium asparaginate